BrC1=C(C(=O)OC)C=C(C=C1)NC1=NC=C(C(=N1)NC(C)CC)C(F)(F)F methyl 2-bromo-5-((4-(sec-butylamino)-5-(trifluoromethyl)pyrimidin-2-yl)amino)benzoate